O=C(CC)CCCC 3-ketoheptan